FC=1C=C(C=CC1NC(C1=CC(=C(C=C1)N1CCCCC1)NC(=O)C1=NN(C2=CC=CC=C12)CC(F)(F)F)=O)CC(=O)O 2-(3-fluoro-4-(4-(piperidin-1-yl)-3-(1-(2,2,2-trifluoroethyl)-1H-indazole-3-carboxamido)benzamido)phenyl)acetic acid